2-(2-((4-((1R,4R)-2,5-diazabicyclo[2.2.1]heptan-2-yl)-2-ethylphenyl)amino)-5-(trifluoromethyl)pyrimidin-4-yl)-6,7-dihydro-5H-thieno[2,3-b][1,4]oxathiepine 4,4-dioxide [C@H]12N(C[C@H](NC1)C2)C2=CC(=C(C=C2)NC2=NC=C(C(=N2)C2=CC1=C(OCCCS1(=O)=O)S2)C(F)(F)F)CC